C(#N)C1=C(SC2=C1CN(CC2)CC2=CC(=CC=C2)F)NC(CC2=CC=C(C=C2)S(NC)(=O)=O)=O N-(3-Cyano-5-(3-fluorobenzyl)-4,5,6,7-tetrahydrothieno[3,2-c]pyridin-2-yl)-2-(4-(N-methylsulfamoyl)phenyl)-acetamid